FC1=C(COC2=CC=CC(=N2)C2CCN(CC2)C(=O)[O-])C=CC(=C1)C(NC)=O 4-(6-((2-fluoro-4-(methylcarbamoyl)benzyl)oxy)pyridin-2-yl)piperidine-1-carboxylate